5-bromo-4-(5-((3,4-difluorobenzyl)carbamoyl)thiophen-2-yl)-6-(4-fluorophenethyl)-2-isobutylnicotinamide BrC=1C(=NC(=C(C(=O)N)C1C=1SC(=CC1)C(NCC1=CC(=C(C=C1)F)F)=O)CC(C)C)CCC1=CC=C(C=C1)F